2-di-tert-butylphosphino-2',4',5'-triisopropylbiphenyl C(C)(C)(C)P(C1=C(C=CC=C1)C1=C(C=C(C(=C1)C(C)C)C(C)C)C(C)C)C(C)(C)C